7-amino-1-methyl-2-(trifluoromethyl)-4-hydroxyquinoline NC1=CC=C2C(=CC(N(C2=C1)C)C(F)(F)F)O